2,2-difluoro-2-(4-isopropoxy-2-(trifluoromethyl)phenyl)acetic acid FC(C(=O)O)(C1=C(C=C(C=C1)OC(C)C)C(F)(F)F)F